1-(3-chloro-5-{[4-(4-chloro-5-bromothiophen-2-yl)-5-(4-cyclohexylpiperazin-1-yl)-1,3-thiazol-2-yl]carbamoyl}pyridin-2-yl)piperidine-4-carboxylic acid ClC=1C(=NC=C(C1)C(NC=1SC(=C(N1)C=1SC(=C(C1)Cl)Br)N1CCN(CC1)C1CCCCC1)=O)N1CCC(CC1)C(=O)O